O[C@@H]1C[C@H](N(C1)C([C@H](C(C)(C)C)NC(OC(C)(C)C)=O)=O)C(NCC1=C(C=C(C=C1)C1=C(N=CS1)C)O)=O Tert-butyl ((S)-1-((2S,4R)-4-hydroxy-2-((2-hydroxy-4-(4-methylthiazol-5-yl)benzyl)carbamoyl)pyrrolidin-1-yl)-3,3-dimethyl-1-oxobutan-2-yl)carbamate